C(C=C)(=O)N1CC(CCC1)C=1C=NC=CC1C1=CC(=C(CNC(=O)C2=NOC(=C2)C(C)(C)C)C=C1)C N-(4-(3-(1-propenoylpiperidin-3-yl)pyridin-4-yl)-2-methylbenzyl)-5-(tert-butyl)isoxazole-3-carboxamide